C(CCCCCCCCCCC)NCCCCCCCCCCCC N,N-di(n-dodecyl)amine